(E)-1,2-dichloro-3,3,3-trifluoropropene Cl\C=C(/C(F)(F)F)\Cl